5,5'-diisopropyl-3,3'-dimethyl-2,2'-binaphthyl C(C)(C)C1=C2C=C(C(=CC2=CC=C1)C1=CC2=CC=CC(=C2C=C1C)C(C)C)C